C(#C)C1=CC=C(C=C1)C1=CC=CC=C1 4-Ethynylbiphenyl